FC1(CCC(CC1)C1=NC(=NO1)C1(CCN(CC1)C(=O)[C@H]1N(C[C@H](C1)SC)C(=O)OC(C)(C)C)C(C)C)F tert-butyl (2S,4S)-2-(4-(5-(4,4-difluorocyclohexyl)-1,2,4-oxadiazol-3-yl)-4-isopropylpiperidine-1-carbonyl)-4-(methylthio)pyrrolidine-1-carboxylate